2-methyl-(1-methylethenyl)2-cyclohexen-1-ol CC=1C(CCCC1)(O)C(=C)C